endo-stearone CCCCCCCCCCCCCCCCCC(=O)CCCCCCCCCCCCCCCCC